FC1=C(C(=C(C(=C1F)F)F)F)[B-](C1=C(C(=C(C(=C1F)F)F)F)F)(C1=C(C(=C(C(=C1F)F)F)F)F)C1=C(C(=C(C(=C1F)F)F)F)F.C(CCCCCCCCCCCCCCC)[NH+](CCCCCCCCCCCCCC)C1=C(C=CC=C1)C N-hexadecyl-N-tetradecyl-toluylammonium [tetrakis(perfluorophenyl) borate]